N-((4-Methoxy-6-methyl-2-oxo-1,2-dihydropyridin-3-yl)methyl)-2-methyl-1-(1-(1-(2,2,2-trifluoroethyl)piperidin-4-yl)ethyl)-1H-indole-3-carboxamide COC1=C(C(NC(=C1)C)=O)CNC(=O)C1=C(N(C2=CC=CC=C12)C(C)C1CCN(CC1)CC(F)(F)F)C